BrC=1C=C2C(=C(C(NC2=NC1)=O)C(=O)O)C 6-bromo-4-methyl-2-oxo-1H-1,8-naphthyridine-3-carboxylic acid